BrC=1C(=C(C[C@@H]2NCC[C@@H]2NS(=O)(=O)CF)C=CC1)F N-((2S,3S)-2-(3-bromo-2-fluorobenzyl)pyrrolidin-3-yl)-1-fluoromethanesulfonamide